1-((2S,5R)-5-((5-chloro-2-((1-methyl-1H-pyrazol-4-yl)amino)-7H-pyrrolo[2,3-d]pyrimidine-4-yl)amino)-2-methylpiperidin-1-yl)prop-2-en-1-one ClC1=CNC=2N=C(N=C(C21)N[C@@H]2CC[C@@H](N(C2)C(C=C)=O)C)NC=2C=NN(C2)C